C(C)OC(\C(=C(\C1=CC=CC=C1)/N)\C#N)=O.NC=1C(=NC(=C(N1)C=1OC=CN1)C1=CN(C(C=C1)=O)C1CC1)C(=O)NCC1=C(C=CC=C1F)F 3-amino-6-(1-cyclopropyl-6-oxo-1,6-dihydropyridin-3-yl)-N-(2,6-difluorobenzyl)-5-(oxazol-2-yl)pyrazine-2-carboxamide ethyl-(2Z)-3-amino-2-cyano-3-phenylacrylate